2-((tert-Butyldimethylsilanyloxy)ethoxy)-2-chloropyridin-3-amine [Si](C)(C)(C(C)(C)C)OCCOC1(NC=CC=C1N)Cl